Methyl 3-(allylsulfamoyl)-4-bromo-benzoate C(C=C)NS(=O)(=O)C=1C=C(C(=O)OC)C=CC1Br